C(#N)C=1C=CC=C2NC[C@@H](NC12)[C@@H](C1=CC(=CC=C1)F)NC[C@H](C)C1=CC=C(C=C1)CC(=O)O |&1:22| 2-(4-((R and S)-1-(((R)-((R)-8-cyano-1,2,3,4-tetrahydroquinoxalin-2-yl)(3-fluorophenyl)methyl)amino)propan-2-yl)phenyl)acetic acid